O1C(OCCC1)C=1C(=NC=NC1)OCC1=CC=C(C=C1)C(F)(F)F 5-(1,3-Dioxan-2-yl)-4-[[4-(trifluoromethyl)phenyl]methoxy]-pyrimidine